C(C)OC(COCCOS(=O)(=O)C1=CC=C(C)C=C1)=O 2-(2-(tosyloxy)ethoxy)acetic acid ethyl ester